1-tert-Butoxycarbonyl-azetidin C(C)(C)(C)OC(=O)N1CCC1